4-isopropyl-2-(4-(4-isopropyl-5-(8-methyl-[1,2,4]triazolo[1,5-a]pyridin-6-yl)-1H-pyrazol-3-yl)phenyl)morpholine C(C)(C)N1CC(OCC1)C1=CC=C(C=C1)C1=NNC(=C1C(C)C)C=1C=C(C=2N(C1)N=CN2)C